1-acetyl-6'-chlorospiro[azetidine-3,3'-indoline]-2'-one C(C)(=O)N1CC2(C(NC3=CC(=CC=C23)Cl)=O)C1